phenyl (3-methyl-4-phenoxyphenyl)carbamate CC=1C=C(C=CC1OC1=CC=CC=C1)NC(OC1=CC=CC=C1)=O